di(1-methyl-3-n-butylcyclopentadienyl)zirconium dichloride [Cl-].[Cl-].CC1(C=C(C=C1)CCCC)[Zr+2]C1(C=C(C=C1)CCCC)C